(S)-N-ethyl-7-(4-fluorobenzyl)-2-methyl-2,3-dihydro-1H-pyrido[2,3-b][1,4]oxazin-6-amine C(C)NC=1C(=CC2=C(OC[C@@H](N2)C)N1)CC1=CC=C(C=C1)F